C(C=C)(=O)OCCO.[Si] silicon hydroxyethyl acrylate